CC1SC2=C(CO1)C=CC=C2 2-Methyl-4H-3,1-benzoxathiin